(4-chlorophenyl)(6-(methyl(7H-pyrrolo[2,3-d]pyrimidin-4-yl)amino)-2-azaspiro[3.3]heptan-2-yl)methanone ClC1=CC=C(C=C1)C(=O)N1CC2(C1)CC(C2)N(C=2C1=C(N=CN2)NC=C1)C